(S)- and (R)-4-{[2-{5-[3-chloro-6-(difluoromethoxy)-2-fluorophenyl]-1-oxidopyridin-2-yl}-3-(4,4-difluorocyclohexyl)propanoyl]amino}benzoic acid ClC=1C(=C(C(=CC1)OC(F)F)C=1C=CC(=[N+](C1)[O-])[C@@H](C(=O)NC1=CC=C(C(=O)O)C=C1)CC1CCC(CC1)(F)F)F |r|